2-(2,6-dichloro-4-(6-(difluoromethyl)-3,5-dioxo-4,5-dihydro-1,2,4-triazin-2(3H)-yl)phenoxy-3,5-d2)-5-hydroxy-N-((1r,3r)-3-hydroxycyclobutyl)pyridine-4-sulfonamide ClC1=C(OC2=NC=C(C(=C2)S(=O)(=O)NC2CC(C2)O)O)C(=C(C(=C1[2H])N1N=C(C(NC1=O)=O)C(F)F)[2H])Cl